4-(5-bromopentanyl)-2-(2,2-dimethylcyclopropyl)oxazol BrCCCCCC=1N=C(OC1)C1C(C1)(C)C